methyl-(thiophosphorus) CS[P]